ClC1=C(C=C(C(=C1)[N+](=O)[O-])OC)N1CCC2(CC1)CCN(CC2)C 3-(2-chloro-5-methoxy-4-nitrophenyl)-9-methyl-3,9-diazaspiro[5.5]undecane